(11R)-12-(3-aminocyclobutyl)-6-(2,6-dimethylphenyl)-11-(2,2-dimethylpropyl)-2,2-dioxo-9-oxa-2λ6-thia-3,5,12,19-tetrazatricyclo[12.3.1.14,8]nonadeca-1(18),4(19),5,7,14,16-hexaen-13-one NC1CC(C1)N1[C@@H](COC2=CC(=NC(NS(C=3C=CC=C(C1=O)C3)(=O)=O)=N2)C2=C(C=CC=C2C)C)CC(C)(C)C